(S)-1-(p-tolyl)ethan-1-amine C1(=CC=C(C=C1)[C@H](C)N)C